trans-methyl (1r,4r)-4-((5-fluoro-4-(3-(2-oxopyridin-1(2H)-yl)phenyl)pyrimidin-2-yl)amino)cyclohexane-1-carboxylate FC=1C(=NC(=NC1)N[C@@H]1CC[C@H](CC1)C(=O)OC)C1=CC(=CC=C1)N1C(C=CC=C1)=O